FC1=C(SC=C1C1=CNC2=CC=CC=C12)C(C(=O)O)CC=O (3-fluoro-4-(1H-indol-3-yl)thiophen-2-yl)-4-oxobutanoic acid